1,4-dimethyl (2R)-2-aminobutanedioate hydrochloride Cl.N[C@@H](C(=O)OC)CC(=O)OC